C(C)C1=C(C=C2C(C=C(O2)CO)=C1C(=O)OC)N(C1CCOCC1)CC methyl 5-ethyl-6-(ethyl(tetrahydro-2H-pyran-4-yl)amino)-2-(hydroxymethyl)benzofuran-4-carboxylate